1-methyl-7-[4-(4-methyl-4,7-diazaspiro[2.5]octan-7-yl)anilino]-3-(1,2,3,4-tetrahydroquinolin-4-yl)-4H-pyrimido[4,5-d]pyrimidin-2-one CN1C(N(CC=2C1=NC(=NC2)NC2=CC=C(C=C2)N2CCN(C1(CC1)C2)C)C2CCNC1=CC=CC=C21)=O